C(C)(C)(C)OC(=O)N1CCC2(CC1)COC1=C(C2)C=CC(=C1)NCC1=CC=CC=C1 7-Benzylaminospiro[benzopyran-3,4'-piperidine]-1'-carboxylic acid tert-butyl ester